FC1(C[C@H](NC1)C(=O)OCC1=CC=CC=C1)F benzyl (S)-4,4-difluoropyrrolidine-2-carboxylate